1-propyl-6-nitro-3,4-dihydroquinazoline-2(1H)-one C(CC)N1C(NCC2=CC(=CC=C12)[N+](=O)[O-])=O